4-(4-amino-7-(((tert-butyldimethylsilyl)oxy)methyl)pyrrolo[2,1-f][1,2,4]triazin-5-yl)-N-(2,2,2-trifluoroethyl)benzamide NC1=NC=NN2C1=C(C=C2CO[Si](C)(C)C(C)(C)C)C2=CC=C(C(=O)NCC(F)(F)F)C=C2